CN(CC#CC(=O)N1CC2=C([C@@H](C1)C1=C(C=CC=C1)C=1C(=NNC1)C(F)(F)F)C=C(S2)C#N)C (S)-6-(4-(Dimethylamino)but-2-ynoyl)-4-(2-(3-(trifluoromethyl)-1H-pyrazol-4-yl)phenyl)-4,5,6,7-tetrahydrothieno[2,3-c]pyridine-2-carbonitrile